COC=1C=C(C=NC1)[C@H](CC(=O)O)N1N=C(C=C1)CCCC1=NC=2NCCCC2C=C1 (S)-3-(5-methoxypyridin-3-yl)-3-(3-(3-(5,6,7,8-tetrahydro-1,8-naphthyridin-2-yl)propyl)-1H-pyrazol-1-yl)propionic acid